C(C)OC1=CN=CC(=N1)C=1C=CC(=NC1)NC(C(C)(C1=NC(=NC=C1)NS(=O)(=O)C)C)=O N-(5-(6-ethoxypyrazin-2-yl)pyridin-2-yl)-2-methyl-2-(2-(methylsulfonamido)pyrimidin-4-yl)propanamide